ClC(C(=O)NC1=CC=CC=C1)C1=CC=C(C=C1)Cl 2-Chloro-2-(4-chlorophenyl)-N-phenylacetamide